6-bromo-4,7-difluoroindoline-2,3-Dione BrC1=CC(=C2C(C(NC2=C1F)=O)=O)F